peroxy carbonate C1(OOOO1)=O